O[C@H]1C[C@H](C1)CNC(OC(C)(C)C)=O tert-butyl N-[(cis-3-hydroxycyclobutyl)methyl]carbamate